ONC(C(CCN1CCC(=CC1)C1=CC=C(C=C1)C1=CC=C(C=C1)CN1CCOCC1)(S(=O)(=O)C)C)=O N-hydroxy-2-methyl-2-(methylsulfonyl)-4-(4-(4'-(morpholinomethyl)-[1,1'-biphenyl]-4-yl)-3,6-dihydropyridin-1(2H)-yl)butanamide